1-(((3S)-1-(((3R)-2-oxo-3-azepanyl)sulfamoyl)-3-piperidinyl)carbonyl)-N-(4-(trifluoromethyl)benzyl)-D-prolinamide O=C1NCCCC[C@H]1NS(=O)(=O)N1C[C@H](CCC1)C(=O)N1[C@H](CCC1)C(=O)NCC1=CC=C(C=C1)C(F)(F)F